CN(CCN(C1=CC(=C(C=C1[N+](=O)[O-])NC1=NC=C(C#N)C=C1)OC)C)C 6-(4-((2-(dimethylamino)ethyl)(methyl)amino)-2-methoxy-5-nitrophenylamino)nicotinonitrile